OC1=C(C=CC(=C1C)OCCCCCC)N1NC(=CC(=N1)C1=C(C(=C(C=C1)OCCCCCC)C)O)C1=C(C(=C(C=C1)OCCCCCC)C)O 2,4,6-tris[2-hydroxy-3-methyl-4-hexyloxyphenyl]triazine